6-[4-[cis-3-(dimethylamino)-4-hydroxy-pyrrolidin-1-yl]-5,6-difluoro-8-(methylamino)-9H-pyrido[2,3-b]indol-3-yl]-1-methyl-4-oxo-1,8-naphthyridine-3-carboxylic acid CN([C@@H]1CN(C[C@@H]1O)C1=C(C=NC=2NC3=C(C=C(C(=C3C21)F)F)NC)C=2C=C1C(C(=CN(C1=NC2)C)C(=O)O)=O)C